C(C)C1=NC(=CC=C1C(=O)OC)F methyl 2-ethyl-6-fluoro-pyridine-3-carboxylate